BrC=1C=C(C=C2CCCOC12)[N+](=O)[O-] 8-bromo-6-nitrochroman